5-methoxy-2-[(4-methoxyphenyl)methyl]-4-(trifluoromethyl)-2,3-dihydropyridazin-3-one COC1=C(C(N(N=C1)CC1=CC=C(C=C1)OC)=O)C(F)(F)F